ClC1=CC=C(C(=C1C(=O)NCC1=CC(=C(C=C1)OC)F)OCC1CC1)N1C=NC=C1 6-chloro-2-(cyclopropylmethoxy)-N-(3-fluoro-4-methoxybenzyl)-3-(1H-imidazol-1-yl)benzamide